COC=1C=C(C=CC1)S(=O)(=O)N1CCC2(CC(CO2)NC[C@@H](COC2=CC(=CC=C2)S(=O)(=O)C)O)CC1 (2S)-1-(8-(3-methoxybenzenesulfonyl)-1-oxa-8-azaspiro[4.5]decan-3-ylamino)-3-(3-(methylsulfonyl)phenoxy)propan-2-ol